(3S,6S,9S,10aR)-9-cyclopropoxy-N-((R)-6-fluoro-1,2,3,4-tetrahydronaphthalen-1-yl)-6-((S)-2-(methylamino)propanamido)-5-oxodecahydropyrrolo[1,2-a]azocine-3-carboxamide C1(CC1)O[C@@H]1C[C@@H]2N(C([C@H](CC1)NC([C@H](C)NC)=O)=O)[C@@H](CC2)C(=O)N[C@@H]2CCCC1=CC(=CC=C21)F